6-(2-hydroxy-2-methylpropoxy)-4-(6-(6-(isobutylsulfonyl)-3,6-diazabicyclo[3.1.1]heptan-3-yl)pyridin-3-yl)pyrazolo[1,5-a]pyridine-3-carbonitrile OC(COC=1C=C(C=2N(C1)N=CC2C#N)C=2C=NC(=CC2)N2CC1N(C(C2)C1)S(=O)(=O)CC(C)C)(C)C